2-((5-cyclopropyl-3-(2-(trifluoromethoxy)phenyl)isoxazol-4-yl)methoxy)-10H-spiro[benzo[6,7]oxepino[3,2-b]pyridine-11,1'-cyclopropane]-7-carboxylate C1(CC1)C1=C(C(=NO1)C1=C(C=CC=C1)OC(F)(F)F)COC1=CC=C2C(=N1)C1(CC1)CC1=C(O2)C=C(C=C1)C(=O)[O-]